(R)-2-amino-2-(3-methylbenzyl)acetic acid N[C@@H](C(=O)O)CC1=CC(=CC=C1)C